2-isopropyl-4-methoxythieno[2',3':5,6]benzo[1,2-d]oxazole-7-carboxylic acid C(C)(C)C=1OC2=C(N1)C1=C(C=C2OC)SC(=C1)C(=O)O